Cl.BrC1=NC=CC=C1 2-Bromopyridin Hydrochlorid